(R)-7-chloroisochroman-4-ol ClC1=CC=C2[C@H](COCC2=C1)O